CN(C=1C=C2OC3=CC(C4=C(C3=NC2=CC1)C=CC=C4)=NC4=CC=C(C=C4)CC(OCCCCCCCCCCC(OC(CCCC)CCCC)=O)=O)C 9-Dimethylamino-5-(4-(16-butyl-2,14-dioxo-3,15-dioxaeicosyl)phenylimino)benzo[a]phenoxazine